N-(Mesitylsulfonyl)-2-(quinolin-7-yloxy)acetamide C1(=C(C(=CC(=C1)C)C)S(=O)(=O)NC(COC1=CC=C2C=CC=NC2=C1)=O)C